ClC=1C(=CC2=C(C[C@](O2)(C2=CC=CC=C2)CNC)C1C1=C(C(=O)NC)C=CC(=C1F)OC[C@H](C)O)F 2-((2S,4S)-5-chloro-6-fluoro-2-((methylamino)methyl)-2-phenyl-2,3-dihydrobenzofuran-4-yl)-3-fluoro-4-((S)-2-hydroxypropoxy)-N-methylbenzamide